C1(=CC=CC=C1)N(C1=CC=C(CC=2C(C3=CC(=CC=C3C2)N)=O)C=C1)C1=CC=CC=C1 (E)-2-(4-(diphenylamino)benzyl)-6-amino-1-indenone